7-bromo-1-methyl-2-oxo-4-{4-[3-(trifluoromethoxy)phenoxy]-piperidin-1-yl}-1,2-dihydroquinoline-3-carbonitrile BrC1=CC=C2C(=C(C(N(C2=C1)C)=O)C#N)N1CCC(CC1)OC1=CC(=CC=C1)OC(F)(F)F